(3ar,6as)-2-((2,4-dimethylpyrimidin-5-yl)sulfonyl)-5-(tetrahydrofuran-3-yl)octahydropyrrolo[3,4-c]pyrrole CC1=NC=C(C(=N1)C)S(=O)(=O)N1C[C@@H]2CN(C[C@@H]2C1)C1COCC1